7-Fluoro-8-(2-fluoro-4-methoxycarbonyl-5-morpholin-4-ylphenyl)-2,4-dihydro-1,3-benzoxazine-3-carboxylic acid tert-butyl ester C(C)(C)(C)OC(=O)N1COC2=C(C1)C=CC(=C2C2=C(C=C(C(=C2)N2CCOCC2)C(=O)OC)F)F